norbornyl phosphate P(=O)(OC12CCC(CC1)C2)([O-])[O-]